1-(4-azido-2-deoxy-2-fluoro-beta-D-ribofuranosyl)cytosine tert-butyl-(2-(formamidomethyl)pyridin-3-yl)carbamate C(C)(C)(C)N(C(O)=O)C=1C(=NC=CC1)CNC=O.N(=[N+]=[N-])[C@]1([C@H]([C@H]([C@@H](O1)N1C(=O)N=C(N)C=C1)F)O)CO